C(#N)CCC1=CC(=C(C(=C1)C)NC1=NC(=NC=C1)NC1=CC=C(C#N)C=C1)C 4-[[4-[[4-[(1E)-2-cyanoethyl]-2,6-dimethylphenyl]amino]-2-pyrimidinyl]amino]-benzonitrile